5-amino-8-[2-chloro-6-(hydroxymethyl)-4-pyridyl]-7-(4-fluorophenyl)-2-[(5-methyloxazol-4-yl)methyl]-[1,2,4]triazolo[4,3-c]pyrimidin-3-one NC1=NC(=C(C=2N1C(N(N2)CC=2N=COC2C)=O)C2=CC(=NC(=C2)CO)Cl)C2=CC=C(C=C2)F